CC1=CC=C(C=C1)S(=O)(=O)O.C(C=C)(=O)N acrylamide p-toluenesulfonate salt